(2-(3-(2-(4-(indolin-5-yl)-5-methylthiazol-2-ylamino)-2-oxoethyl)phenoxy)ethoxy)ethylcarbamic acid tert-butyl ester C(C)(C)(C)OC(NCCOCCOC1=CC(=CC=C1)CC(=O)NC=1SC(=C(N1)C=1C=C2CCNC2=CC1)C)=O